FC1=C(C(=CC=C1)OC)N1CC=2N=C(N=C(C2CC1)N1[C@H](CN(CC1)C(=O)OC(C)(C)C)C)OC[C@H]1N(CCC1)C tert-butyl (3S)-4-[7-(2-fluoro-6-methoxy-phenyl)-2-[[(2S)-1-methylpyrrolidin-2-yl]methoxy]-6,8-dihydro-5H-pyrido[3,4-d]pyrimidin-4-yl]-3-methyl-piperazine-1-carboxylate